6,7-dihydro-4H-pyrazolo[5,1-c][1,4]oxazine-2-formaldehyde N1=C(C=C2COCCN21)C=O